(1R,5S)-tert-butyl 8-(3-((1-((benzyloxy)carbonyl)piperidin-4-yl)oxy)-5-chlorophenyl)-3,8-diazabicyclo[3.2.1]octane-3-carboxylate C(C1=CC=CC=C1)OC(=O)N1CCC(CC1)OC=1C=C(C=C(C1)Cl)N1[C@H]2CN(C[C@@H]1CC2)C(=O)OC(C)(C)C